FCCOC1=CC=C(C=N1)C1=NN(C(=C1)C=O)C1OCCCC1 3-(6-(2-fluoroethoxy)pyridin-3-yl)-1-(tetrahydro-2H-pyran-2-yl)-1H-pyrazole-5-carbaldehyde